[2-[6-[[5-(4-fluorophenyl)thiazol-2-yl]amino]imidazo[4,5-c]pyridin-1-yl]ethyl]-3-hydroxy-1-prop-2-enoylpyrrolidine-2-carboxamide FC1=CC=C(C=C1)C1=CN=C(S1)NC1=CC2=C(C=N1)N=CN2CCC2(N(CCC2O)C(C=C)=O)C(=O)N